2,3-dihydro-1H-indole-6-carboxamide N1CCC2=CC=C(C=C12)C(=O)N